L-lactoyl-CoA C([C@@H](O)C)(=O)SCCNC(CCNC([C@@H](C(COP(OP(OC[C@@H]1[C@H]([C@H]([C@@H](O1)N1C=NC=2C(N)=NC=NC12)O)OP(=O)(O)O)(=O)O)(=O)O)(C)C)O)=O)=O